N-[4-(piperazin-1-yl)-6-(pyrrolidin-1-yl)pyrimidin-2-yl]-1-(tetrahydro-2H-pyran-4-yl)-1H-pyrazolo[4,3-c]pyridin-6-amine N1(CCNCC1)C1=NC(=NC(=C1)N1CCCC1)NC1=CC2=C(C=N1)C=NN2C2CCOCC2